(+)-8-((1S,2R,3S)-3-hydroxy-2-methylcyclopentyl)-6-(methyl-d3)-2-((1-((methyl-d3)sulfonyl)piperidin-4-yl-3,3,5,5-d4)-amino)pyrido[2,3-d]pyrimidin-7(8H)-one O[C@@H]1[C@@H]([C@H](CC1)N1C(C(=CC2=C1N=C(N=C2)NC2C(CN(CC2([2H])[2H])S(=O)(=O)C([2H])([2H])[2H])([2H])[2H])C([2H])([2H])[2H])=O)C